ClC1=CC=C(C(=N1)C(=O)O)N[C@@H](C)C=1C=C(C=C2C(N(C(=NC12)N1CC(CC1)(F)F)C)=O)Cl (S)-6-chloro-3-((1-(6-chloro-2-(3,3-difluoropyrrolidin-1-yl)-3-methyl-4-oxo-3,4-dihydroquinazolin-8-yl)ethyl)amino)picolinic acid